BrC1=CC(=C(CNC(OC(C)(C)C)=O)C=C1)C tert-butyl (4-bromo-2-methylbenzyl)carbamate